NC1=NC=C(C(=N1)N)OC1=CC(=NC=C1C(C)C)P(CC)(CC)=O (4-((2,4-diaminopyrimidin-5-yl)oxy)-5-isopropylpyridin-2-yl)diethylphosphine oxide